BrC=1C=C(C=NC1)C=1N=NN(C1)CC=1N=C2N(C=C(C=C2)CN(C(OC(C)(C)C)=O)CC23CC(C2)(C3)F)C1 Tert-butyl ((2-((4-(5-bromopyridin-3-yl)-1H-1,2,3-triazol-1-yl)methyl)imidazo[1,2-a]pyridin-6-yl)methyl)((3-fluorobicyclo[1.1.1]pentan-1-yl)methyl)carbamate